C(C)(C)N1N=C(C=2C=NC(=CC21)NC2=NC(=NC=C2)N2CCC(CC2)OC)N2CCC(CC2)N2CCN(CC2)CC=2C=C(C=CC2)NC2C(NC(CC2)=O)=O 3-((3-((4-(1-(1-isopropyl-6-((2-(4-methoxypiperidin-1-yl)pyrimidin-4-yl)amino)-1H-pyrazolo[4,3-c]pyridin-3-yl)piperidin-4-yl)piperazin-1-yl)methyl)phenyl)amino)piperidine-2,6-dione